FC=1C(=NC=CC1)NC(=O)C=1C(N(C2=CC=CC=C2C1)C)=O N-(3-Fluoro-2-pyridyl)-1-methyl-2-oxo-quinoline-3-carboxamide